2-(3,5-dichloro-4-((1-oxo-2-(pyrimidin-2-yl)-1,2,3,4-tetrahydroisoquinolin-6-yl)oxy)phenyl)-3,5-dioxo-2,3,4,5-tetrahydro-1,2,4-triazine-6-carboxylic acid ClC=1C=C(C=C(C1OC=1C=C2CCN(C(C2=CC1)=O)C1=NC=CC=N1)Cl)N1N=C(C(NC1=O)=O)C(=O)O